3-Isocyanatopropyldimethoxyethoxysilan N(=C=O)CCC[SiH2]OCC(OC)OC